C(C)(C)(C)OC(=O)N1[C@@H](C[C@H](C1)O[Si](C)(C)C(C)(C)C)C(=O)OC Methyl (2S,4R)-N-(tert-butoxycarbonyl)-4-((tert-butyldimethylsilyl) oxy)-2-pyrrolidinecarboxylate